(1r,3r)-N-(4-cyclobutyl-1-methyl-5-(2-(trifluoromethyl)thiazol-5-yl)-1H-pyrazol-3-yl)-3-fluoro-3-methylcyclobutane-1-carboxamide C1(CCC1)C=1C(=NN(C1C1=CN=C(S1)C(F)(F)F)C)NC(=O)C1CC(C1)(C)F